2-chloro-N-((5-methyl-1,3,4-oxadiazol-2-yl)carbamoyl)acetamide ClCC(=O)NC(NC=1OC(=NN1)C)=O